5-methyl-2-(prop-2-yl)phenolate CC=1C=CC(=C(C1)[O-])C(C)C